C1(=CC=CC2=CC=CC=C12)N alpha-NAPHTHYLAMINE